4-((2-cyanophenyl)thio)-6-(1-(3-hydroxypropyl)-1H-pyrazol-4-yl)pyrazolo[1,5-a]pyridine-3-carbonitrile C(#N)C1=C(C=CC=C1)SC=1C=2N(C=C(C1)C=1C=NN(C1)CCCO)N=CC2C#N